trans-tert-butyl-N-[4-(Pyridin-3-yloxy)phenyl]pyrrolidine-3-carboxamide C(C)(C)(C)N1CC(CC1)C(=O)NC1=CC=C(C=C1)OC=1C=NC=CC1